(E)-1-(2-Bromophenyl)-3-(3-ethoxy-4-hydroxyphenyl)prop-2-en-1-one BrC1=C(C=CC=C1)C(\C=C\C1=CC(=C(C=C1)O)OCC)=O